ethyl 2-azaspiro[4.5]decane-7-carboxylate C1NCCC12CC(CCC2)C(=O)OCC